10-(4-(4-Amino-3-(4-phenoxyphenyl)-1H-pyrazolo[3,4-d]pyrimidin-1-yl)piperidin-1-yl)decyl methanesulfonate CS(=O)(=O)OCCCCCCCCCCN1CCC(CC1)N1N=C(C=2C1=NC=NC2N)C2=CC=C(C=C2)OC2=CC=CC=C2